1-(2,6-dihydroxy-5'-methyl-4-pentyl-1',2',3',4'-tetrahydro-[1,1'-biphenyl]-3-carbonyl)pyrrolidin-3-one OC1=C(C(=CC(=C1C(=O)N1CC(CC1)=O)CCCCC)O)C1CCCC(=C1)C